(4-cyclopropylacetenyl-2-fluorophenyl)methanol C1(CC1)C1=C(C(=C(C=C1)CO)F)C#C